3-(2-bromobenzyl)-8-((cyclopropylmethyl)sulfonyl)-1,7-dimethyl-1H-purine-2,6(3H,7H)-dione BrC1=C(CN2C(N(C(C=3N(C(=NC23)S(=O)(=O)CC2CC2)C)=O)C)=O)C=CC=C1